5-ethyl-2-{4-[4-(4-tetrazol-1-yl-phenoxymethyl)-thiazol-2-yl]-piperidin-1-yl}-pyrimidine C(C)C=1C=NC(=NC1)N1CCC(CC1)C=1SC=C(N1)COC1=CC=C(C=C1)N1N=NN=C1